alpha-amino-beta-carboxyhexadienoic acid NC(C(=O)O)=C(C=CC)C(=O)O